C(#N)C1=CC(=C(C=C1)C1=NN=C(C2=CC=C(C=C12)C)N[C@H]1CN(CCC1)C(=O)OC(C)(C)C)OC tert-butyl (R)-3-((4-(4-cyano-2-methoxyphenyl)-6-methylphthalazin-1-yl)amino)piperidine-1-carboxylate